ClC1=NC=C(C(=C1)N1CC2(C3=C1N=CN=C3N3C[C@H](N(C[C@@H]3C)C(=O)OC(C)(C)C)C)CCC2)F (2R,5S)-tert-butyl 4-(7'-(2-chloro-5-fluoropyridin-4-yl)-6',7'-dihydrospiro[cyclobutane-1,5'-pyrrolo[2,3-d]pyrimidin]-4'-yl)-2,5-dimethylpiperazine-1-carboxylate